1,8-dichlorooct-4-ene-3,6-dione ClCCC(C=CC(CCCl)=O)=O